ClC=1C=CC=C2C=CC=C(C12)C1=C(C=2N=C(N=C(C2C=N1)N1CCN(CC1)C(/C(=C/C=1SC=CN1)/F)=O)OC[C@H]1N(CCC1)C)F (S,Z)-1-(4-(7-(8-chloronaphthalen-1-yl)-8-fluoro-2-((1-methylpyrrolidin-2-yl)methoxy)pyrido[4,3-d]pyrimidin-4-yl)piperazin-1-yl)-2-fluoro-3-(thiazol-2-yl)prop-2-en-1-one